[NH4+].P(=O)([O-])([O-])[O-].C(CCCCCCC\C=C/CCCCCCCC)C(CO)(O)CO.C(CCCCCCC\C=C/CCCCCCCC)C(CO)(O)CO.[NH4+].[NH4+] bis(monooleylglycerol) phosphate ammonium salt